((5-fluoropyridin-2-yl)amino)-N-methoxy-4-((6-methyl-2-(N-methyl-methanesulfonamido)pyridin-3-yl)amino)nicotinamide FC=1C=CC(=NC1)NC1=C(C(=O)NOC)C(=CC=N1)NC=1C(=NC(=CC1)C)N(S(=O)(=O)C)C